ClC1=CC=C(C(=N1)C1=NN(C=N1)C)NC(C)C=1C=2C3=C(N(C(C2C=C(C1)C)=O)CC)N(N=C3)C=3C=NC=CC3 9-[1-[[6-chloro-2-(1-methyl-1,2,4-triazol-3-yl)-3-pyridinyl]amino]ethyl]-4-ethyl-7-methyl-3-(3-pyridinyl)pyrazolo[3,4-c]isoquinolin-5-one